N-(4-(azepan-1-ylsulfonyl)phenyl)-3-iodo-4-methoxybenzamide N1(CCCCCC1)S(=O)(=O)C1=CC=C(C=C1)NC(C1=CC(=C(C=C1)OC)I)=O